2-(4-((2-(ethoxymethyl)-1-(2-hydroxy-2-methylpropyl)-4-(tritylamino)-1H-imidazo[4,5-C]quinolin-7-yl)methyl)phenyl)acetonitrile C(C)OCC=1N(C2=C(C(=NC=3C=C(C=CC23)CC2=CC=C(C=C2)CC#N)NC(C2=CC=CC=C2)(C2=CC=CC=C2)C2=CC=CC=C2)N1)CC(C)(C)O